C1OCC2C1CN(C2)C=2OC1=C(N2)C=CC=C1 2-(tetrahydro-1H-furo[3,4-c]pyrrol-5(3H)-yl)benzo[d]oxazole